CN1CCN(CC1)C(=O)C=1C=C2C=CC(=CC2=CC1)CCNC1=NC=NC2=CC=C(C=C12)C#N 4-((2-(6-(4-methylpiperazin-1-carbonyl)naphthalen-2-yl)ethyl)amino)quinazoline-6-carbonitrile